NC1=C(C(=O)NC23CCC(CC2)(CC3)O)C=C(C=N1)C1=CC=C(C=C1)[C@@]13CN(C[C@H]3C1)CCN1CCOCC1 2-amino-N-(4-hydroxybicyclo[2.2.2]oct-1-yl)-5-(4-((1R,5S)-3-(2-morpholinoethyl)-3-azabicyclo[3.1.0]hex-1-yl)phenyl)nicotinamide